fluorotellurate [Te](=O)(=O)([O-])F